3-aminopropylmethylbis(trimethylsiloxy)-silane NCCC[Si](O[Si](C)(C)C)(O[Si](C)(C)C)C